tert-butyl (4-(pyrrolo[2,1-f][1,2,4]triazin-2-yl)-5-(trifluoromethyl)pyridin-2-yl)carbamate N=1N2C(C=NC1C1=CC(=NC=C1C(F)(F)F)NC(OC(C)(C)C)=O)=CC=C2